4-[3-[2,6-dichloro-4-(3-methoxyazetidin-1-yl)benzoyl]-6-hydroxy-2,4-dihydro-1,3-benzoxazin-8-yl]-5-fluoro-2-(3-oxa-8-azabicyclo[3.2.1]oct-8-yl)benzoic acid methyl ester COC(C1=C(C=C(C(=C1)F)C1=CC(=CC=2CN(COC21)C(C2=C(C=C(C=C2Cl)N2CC(C2)OC)Cl)=O)O)N2C1COCC2CC1)=O